C(C1=CC=CC=C1)N1CC=CC=C1C=CCC 1-benzyl-6-buten-1-ylpyridin